FC1=C(C=C(C=C1)F)C1=CC(=CC=C1)[C@H](CC(=O)[O-])NC(=O)NC=1C(N(C=C(C1[O-])C)C)=O.[Na+].[Na+] Natrium (S)-3-(2',5'-Difluorobiphenyl-3-yl)-3-(3-(1,5-dimethyl-4-oxido-2-oxo-1,2-dihydropyridin-3-yl)ureido)propanoat